phenyl-azelaic acid C1(=CC=CC=C1)C(C(=O)O)CCCCCCC(=O)O